The molecule is a steroid hormone that is a multi-hydroxylated alpha-L-rhamnosyl cardenoloide. It binds to and inhibits the plasma membrane Na(+)/K(+)-ATPase (sodium pump). It has been isolated naturally from Strophanthus gratus. It has a role as an EC 3.6.3.9 (Na(+)/K(+)-transporting ATPase) inhibitor, an EC 3.6.3.10 (H(+)/K(+)-exchanging ATPase) inhibitor, an EC 2.3.3.1 [citrate (Si)-synthase] inhibitor, an EC 3.1.3.41 (4-nitrophenylphosphatase) inhibitor, a plant metabolite, a cardiotonic drug, an ion transport inhibitor and an anti-arrhythmia drug. It is a cardenolide glycoside, a steroid hormone, an alpha-L-rhamnoside, a 14beta-hydroxy steroid, a 5beta-hydroxy steroid and an 11alpha-hydroxy steroid. It is a conjugate acid of an ouabain(1-). C[C@H]1[C@@H]([C@H]([C@H]([C@@H](O1)O[C@H]2C[C@H]([C@@]3([C@@H]4[C@@H](CC[C@@]3(C2)O)[C@]5(CC[C@@H]([C@]5(C[C@H]4O)C)C6=CC(=O)OC6)O)CO)O)O)O)O